FC=1C(=C(C=CC1F)[C@H]1[C@@H](S[C@](C1)(C(F)(F)F)C)C(=O)NC1=NNC(C=C1)=O)OC (2R,3S,5R)-3-(3,4-difluoro-2-methoxyphenyl)-5-methyl-N-(6-oxo-1,6-dihydropyridazin-3-yl)-5-(trifluoromethyl)tetrahydrothiophene-2-carboxamide